2-[(2-methylpropanoyloxy)methoxy]-N-(3,3,5,5-tetramethylcyclohexyl)benzamide CC(C(=O)OCOC1=C(C(=O)NC2CC(CC(C2)(C)C)(C)C)C=CC=C1)C